2-(2,4-Dioxopyrimidin-1-yl)acetic acid O=C1N(C=CC(N1)=O)CC(=O)O